O1C(OCC1)CON=CC(F)(F)F 2,2,2-trifluoro-1-ethanon-O-(1,3-dioxolan-2-ylmethyl)oxim